N[C@H](C(=O)O)CCCCC(=O)O (S)-2-Aminoheptanedioic acid